C1(=CC=CC=C1)C=1NC2=CC=CC=C2C1C(CC(F)(F)F)C1=CC(=CC=C1)N=C=S 2-phenyl-3-(3,3,3-trifluoro-1-(3-isothiocyanatophenyl)propyl)-1H-indole